methyl (S)-2-((2-(2,6-difluoro-4-formylaminophenyl)-7-methylimidazo[1,2-a]pyridin-3-yl)methyl)morpholine-4-carboxylate FC1=C(C(=CC(=C1)NC=O)F)C=1N=C2N(C=CC(=C2)C)C1C[C@H]1CN(CCO1)C(=O)OC